ClC=1C(=C(C(=CC1N1CC2(CCC2N(C)C)CC1)F)S(=O)(=O)NC1=NC(=CC=C1)F)F 3-chloro-4-(1-(dimethylamino)-6-azaspiro[3.4]octan-6-yl)-2,6-difluoro-N-(6-fluoropyridin-2-yl)benzenesulfonamide